FC=1N=C(SC1CN1[C@H](C[C@H](C1)OC1=NC=C(C=C1)N1CCN(CC1)C)C)NC(C)=O N-(4-fluoro-5-(((2S,4R)-2-methyl-4-((5-(4-methylpiperazin-1-yl)pyridin-2-yl)oxy)pyrrolidin-1-yl)methyl)thiazol-2-yl)acetamide